[3-(4-cyclobutylphenyl)azetidin-1-yl]-[6-(3-cyclopropyl-1,2,4-triazol-1-yl)-2-azaspiro[3.3]heptan-2-yl]methanone C1(CCC1)C1=CC=C(C=C1)C1CN(C1)C(=O)N1CC2(C1)CC(C2)N2N=C(N=C2)C2CC2